1-(4-chlorophenyl)piperidine tert-butyl-3,10,13,16-tetraoxa-2-thiadocosan-22-oate C(C)(C)(C)OC(CCCCCOCCOCCOCCCCCCOSC)=O.ClC1=CC=C(C=C1)N1CCCCC1